FC1=CC2=C(N(C(CO2)=O)CC#C)C=C1N1C(N(C(N(C1=O)C)=S)C)=O 3-[7-fluoro-3-oxo-4-(prop-2-ynyl)-3,4-dihydro-2H-benzo[1,4]oxazin-6-yl]-1,5-dimethyl-6-thioxo-[1,3,5]triazine-2,4-dione